(2S,4R)-1-(2-(3-acetyl-5-(2-methylpyrimidin-5-yl)-1H-indazol-1-yl)acetyl)-N-(2'-chloro-2-fluoro-5'-(N-methylsulfamoyl)bi-phenyl-3-yl)-4-fluoropyrrolidine-2-carboxamide C(C)(=O)C1=NN(C2=CC=C(C=C12)C=1C=NC(=NC1)C)CC(=O)N1[C@@H](C[C@H](C1)F)C(=O)NC=1C(=C(C=CC1)C1=C(C=CC(=C1)S(NC)(=O)=O)Cl)F